4-(2-(4-methylpiperazin-1-yl)ethoxy)quinazoline CN1CCN(CC1)CCOC1=NC=NC2=CC=CC=C12